pregn-1,4-diene-3,20-dione CC([C@H]1CC[C@H]2[C@@H]3CCC4=CC(C=C[C@]4(C)[C@H]3CC[C@]12C)=O)=O